N-[4-chloro-2-[[(1S)-3-(cyclopropylamino)-1-[[(3S,5R)-5-methyl-2-oxo-pyrrolidin-3-yl]methyl]-2,3-dioxo-propyl]carbamoyl]phenyl]-2-(trifluoromethyl)pyridine-4-carboxamide ClC1=CC(=C(C=C1)NC(=O)C1=CC(=NC=C1)C(F)(F)F)C(N[C@H](C(C(=O)NC1CC1)=O)C[C@H]1C(N[C@@H](C1)C)=O)=O